C1(CC1)C1=NN(C(=C1)NC(C(C)C=1C=NN(C1)C1=NC=CC(=C1)OC)=O)C(=O)OC(C)(C)C Tert-butyl 3-cyclopropyl-5-(2-(1-(4-methoxypyridin-2-yl)-1H-pyrazol-4-yl)propanamido)-1H-pyrazole-1-carboxylate